CN1C(=NN=C1)C1(CCC1)C=1C=C(C=CC1)N1C(C2=C(C(=C1)C(F)(F)F)C=C(N2)CN2[C@@H]1CO[C@H](C2)C1)=O 6-[3-[1-(4-methyl-1,2,4-triazol-3-yl)cyclobutyl]phenyl]-2-[[(1S,4S)-2-oxa-5-azabicyclo[2.2.1]hept-5-yl]methyl]-4-(trifluoromethyl)-1H-pyrrolo[2,3-c]pyridin-7-one